3-methyl-3,4-dihydroisoquinoline CC1N=CC2=CC=CC=C2C1